(1S,3S,4S)-N-[(1R)-1-cyano-2-[(3S)-2-oxo-3-piperidyl]ethyl]-2-[(2R)-2-(2,5-difluoroanilino)propanoyl]-5,5-difluoro-2-azabicyclo[2.2.2]octane-3-carboxamide C(#N)[C@@H](C[C@H]1C(NCCC1)=O)NC(=O)[C@H]1N([C@@H]2CC([C@H]1CC2)(F)F)C([C@@H](C)NC2=C(C=CC(=C2)F)F)=O